2-(((5-chloroquinolin-8-yl)amino)methyl)oxazole-4-carboxylic acid ClC1=C2C=CC=NC2=C(C=C1)NCC=1OC=C(N1)C(=O)O